C1=CC=CC=2C3=CC=CC=C3C(C12)COC(=O)NCCC(=O)OC1=C(C(=CC(=C1F)F)F)F 2,3,5,6-tetrafluorophenyl 3-((((9H-fluoren-9-yl)methoxy)carbonyl)amino)propanoate